C(CCC)OC(=O)NCC1=C(N=NN1C)C1=CC=C(C(=N1)C(F)F)O[C@@H]1C[C@H](CCC1)C(=O)O (1S,3S)-3-((6-(5-(((butoxycarbonyl)amino)methyl)-1-methyl-1H-1,2,3-triazol-4-yl)-2-(difluoromethyl)pyridin-3-yl)oxy)cyclohexane-1-carboxylic acid